C[C@H]1N([C@H](CC1)C)CCOCC1=CC=CC=N1 6-((2-((2R,5S)-2,5-dimethylpyrrolidin-1-yl)ethoxy)methyl)pyridin